(trans)-ethyl cyclopropanecarboxylate C1(CC1)C(=O)OCC